C(C1=CC=CC=C1)N1CCOC2=C1C=C(C(=C2C(=O)O)OC)Cl 4-Benzyl-6-chloro-7-methoxy-3,4-dihydro-2H-1,4-benzoxazine-8-carboxylic acid